(5S)-spiro[5,7-dihydrocyclopenta[b]pyridine-6,4'-piperidine]-5-amine hydrochloride Cl.N1CCC2(CC1)[C@@H](C=1C(=NC=CC1)C2)N